(S)-tert-butyl 4-(3-(4-aminophenyl)-2-((tert-butoxycarbonyl)amino)propionamido)benzoate NC1=CC=C(C=C1)C[C@@H](C(=O)NC1=CC=C(C(=O)OC(C)(C)C)C=C1)NC(=O)OC(C)(C)C